FC=1C=C(C=CC1)[C@H](CNC1(CC1)C(F)(F)F)O (R)-1-(3-fluorophenyl)-2-((1-(trifluoromethyl)cyclopropyl)amino)ethan-1-ol